CC=1C=C(OCCN2C(=NC3=C2C=CC=C3)C3=NOC(=C3)C3=CC=C(C=C3)OC)C=C(C1)C 3-(1-(2-(3,5-dimethylphenoxy)ethyl)-1H-benzo[d]imidazol-2-yl)-5-(4-methoxyphenyl)isoxazole